5-fluoro-2-(2-oxoethyl)-2,3-dihydro-1H-indene-2-carboxylic acid methyl ester COC(=O)C1(CC2=CC=C(C=C2C1)F)CC=O